5-methoxy-1H-benzo[d]imidazole-6-carbonitrile COC1=CC2=C(NC=N2)C=C1C#N